N-((1-methyl-1H-imidazo[1,2-b]pyrazol-7-yl)methyl)-5-(trifluoromethyl)thiophene-2-carboxamide CN1C=CN2N=CC(=C21)CNC(=O)C=2SC(=CC2)C(F)(F)F